(3S,4R,7R)-3-(((benzyloxy)carbonyl)amino)-4,7-dimethyl-2,3,4,7-tetrahydro-1H-azepine-1-carboxylate C(C1=CC=CC=C1)OC(=O)N[C@@H]1CN([C@@H](C=C[C@H]1C)C)C(=O)[O-]